C(C)(C)(C)OC(=O)NCC1CN(CC1)C1=NC(=NC=C1C(=O)OC)C1=CC(=C(C=C1)Cl)C(F)(F)F methyl 4-[3-[(tert-butoxycarbonylamino)methyl]pyrrolidin-1-yl]-2-[4-chloro-3-(trifluoromethyl)phenyl]pyrimidine-5-carboxylate